[Br-].[Br-].C[SiH](C)[Zr+2](C1C(=CC2=CC=CC=C12)C)C1C(=CC2=CC=CC=C12)C dimethylsilyl-bis(methylindenyl)zirconium dibromide